ClC=1C=C(C2=C(N1)N(C=C2)CCS(=O)(=O)C)C=O C6-chloro-1-(2-(methylsulfonyl)ethyl)-1H-pyrrolo[2,3-b]pyridine-4-carbaldehyde